3-Cyclopentyl-1-[2-({4-[4-(oxetan-3-yl)piperazin-1-yl]phenyl}amino)-5-[2-(triisopropylsilyl)ethynyl]pyrido[2,3-d]pyrimidin-7-yl]urea C1(CCCC1)NC(NC=1C=C(C2=C(N=C(N=C2)NC2=CC=C(C=C2)N2CCN(CC2)C2COC2)N1)C#C[Si](C(C)C)(C(C)C)C(C)C)=O